C(C)C1=NC2=C(C=3C=C(C(=CC13)OC)OC)CN=C2 5-ethyl-7,8-dimethoxy-1H-pyrrolo[3,4-c]isoquinoline